OC1(CSC1)C1=CC=C(C=C1)C(=O)N1CCC(CC1)C1=CC=C(C=C1)C(F)(F)F (4-(3-hydroxythietan-3-yl)phenyl)(4-(4-(trifluoromethyl)phenyl)piperidin-1-yl)methanone